C(C)(C)OCCNC(C1=CN=CC(=C1N1CC2(CCCN2)CC1)C1=CC(=CC(=C1)F)F)=O N-2-isopropoxyethyl-4-(1,7-diaza-7-spiro[4.4]nonyl)-5-(3,5-difluorophenyl)nicotinamide